C1=CC=CC=2C3=CC=CC=C3C(C12)COC(=O)N(CC(=O)OC(C)(C)C)CC(=O)NCCO[C@H]1[C@@H](O)[C@H](O)[C@H](O)[C@@H](O1)C tert-butyl N-{[(9H-fluoren-9-yl)methoxy]carbonyl}-N-[2-({2-[(α-L-fucopyranosyl)oxy] ethyl}amino)-2-oxoethyl]glycinate